tert-butyl 6-(8-fluoro-7-(3-hydroxynaphthalen-1-yl)-2-(methylsulfinyl)pyrido[4,3-d]pyrimidin-4-yl)-3-azabicyclo[4.1.0]heptane-3-carboxylate FC1=C(N=CC2=C1N=C(N=C2C21CCN(CC1C2)C(=O)OC(C)(C)C)S(=O)C)C2=CC(=CC1=CC=CC=C21)O